(4-(1-((2,3-Dihydro-benzofuran-5-yl)methyl)-1H-[1,2,3]triazolo[4,5-b]pyrazin-6-yl)phenyl)dimethyl-phosphine oxide O1CCC2=C1C=CC(=C2)CN2N=NC=1C2=NC(=CN1)C1=CC=C(C=C1)P(C)(C)=O